N,N'-dithiobismorpholine N1(CCOCC1)SSN1CCOCC1